2-Benzyloxylacetaldehyde C(C1=CC=CC=C1)OCC=O